[7-(3-hydroxy-azetidin-1-yl)-4-methoxy-thiazolo[4,5-c]pyridin-2-yl]-amid OC1CN(C1)C=1C2=C(C(=NC1)OC)N=C(S2)[NH-]